1,3,5-tris[4-(chloromethyl)phenyl]benzene ClCC1=CC=C(C=C1)C1=CC(=CC(=C1)C1=CC=C(C=C1)CCl)C1=CC=C(C=C1)CCl